C[C@@]1([C@H](S)[C@H](O)[C@@H](CO)O1)N1C=NC=2C(N)=NC=NC12 methyl-thioadenosine